2-(3-{2-[2,6-bis(phenyl-d5)phenyl]phenyl}aminophenoxy)-9-[3,5-bis(methyl-d3)-4-phenylpyridin-2-yl]carbazole C1(=C(C(=C(C(=C1[2H])[2H])[2H])[2H])[2H])C1=C(C(=CC=C1)C1=C(C(=C(C(=C1[2H])[2H])[2H])[2H])[2H])C1=C(C=CC=C1)NC=1C=C(OC2=CC=3N(C4=CC=CC=C4C3C=C2)C2=NC=C(C(=C2C([2H])([2H])[2H])C2=CC=CC=C2)C([2H])([2H])[2H])C=CC1